Rel-(3R,4R)-2-(4-methylbenzyl)-N-(4-(4-methylpiperazin-1-yl)phenyl)-1-oxo-3-(4-(trifluoromethyl)phenyl)-1,2,3,4-tetrahydroisoquinoline-4-carboxamide CC1=CC=C(CN2C(C3=CC=CC=C3[C@H]([C@@H]2C2=CC=C(C=C2)C(F)(F)F)C(=O)NC2=CC=C(C=C2)N2CCN(CC2)C)=O)C=C1 |o1:14,15|